FC1=C(C(=O)OCC)C(=C(C(=C1C=1SC=CC1)C(=O)OCC)F)C=1SC=CC1 diethyl 2,5-difluoro-3,6-di-thiophen-2-yl-terephthalate